C(C)(C)(C)OC(=O)N[C@@H](COC([C@@H]([C@@H](CCC=C)OC[C@@H](C)NC(=O)OC(C)(C)C)CCC=C)=O)C (2R,3R)-2-but-3-enyl-3-[(2R)-2-(tert-butoxycarbonylamino)propoxy]hept-6-enoic acid [(2R)-2-(tert-butoxycarbonylamino) propyl] ester